C1(CC1)COC=1C=C(CCC=2C=CC(NN2)=O)C=CC1OC(F)F 6-(3-(cyclopropylmethoxy)-4-(difluoromethoxy)phenethyl)pyridazin-3(2H)-one